(S)-6-(1-(4,4-difluorocyclohexyl)-5-(3,5-dimethylisoxazol-4-yl)-1H-benzo[d]imidazol-2-yl)-1-phenylpiperidin-2-one FC1(CCC(CC1)N1C(=NC2=C1C=CC(=C2)C=2C(=NOC2C)C)[C@@H]2CCCC(N2C2=CC=CC=C2)=O)F